ClC1=CC(=C(C(=O)Cl)C=C1Cl)C(C1=CC=C(C=C1)Cl)=O 4,5-dichloro-2-(4-chlorobenzoyl)benzoyl chloride